3-[rac-(2R,5S)-5-Methyl-2-piperidyl]-5-(trifluoromethyl)pyridine C[C@H]1CC[C@@H](NC1)C=1C=NC=C(C1)C(F)(F)F |r|